NC=1SC(=CN1)C1=NC=2C(=C3C(=NC2)N(C=C3)S(=O)(=O)C3=CC=CC=C3)N1[C@@H]1CC[C@H](CC1)C#N trans-4-(2-(2-aminothiazol-5-yl)-6-(benzenesulfonyl)imidazo[4,5-d]Pyrrolo[2,3-b]Pyridin-1(6H)-yl)cyclohexanecarbonitrile